C(C1=CC=CC=C1)[C@H]1CCCC(C(N1)=O)C (7R)-7-benzyl-3-methylazepan-2-one